FC1=C(C=CC(=C1)F)C1=CC(=CN1)S(=O)(=O)NC1=C(C=C(C(=C1)F)C(F)(F)F)F 5-(2,4-difluorophenyl)-N-[2,5-difluoro-4-(trifluoromethyl)phenyl]-1H-pyrrole-3-sulfonamide